CC1=CC=C(C=C1)C=1CC(C(N(N1)C1=CC=CC=C1)=O)C(=O)OC methyl 6-(4-methylphenyl)-3-oxo-2-phenyl-2,3,4,5-tetrahydropyridazine-4-carboxylate